1-(5-bromonaphthalen-1-yl)dihydropyrimidine-2,4(1H,3H)-dione BrC1=C2C=CC=C(C2=CC=C1)N1C(NC(CC1)=O)=O